C(C)OC(=O)C=1N=CN(C1)CC=1C(=NC(=CC1)N1CC2CC2C1)F 1-[(6-{3-Azabicyclo[3.1.0]hex-3-yl}-2-fluoropyridin-3-yl)methyl]-1H-imidazole-4-carboxylic acid ethyl ester